2-((1-(2-(4-(4-Acetylpiperazin-1-yl)phenyl)-3,6-dimethyl-4-oxo-4H-chromen-8-yl)ethyl)amino)benzenesulfonamide C(C)(=O)N1CCN(CC1)C1=CC=C(C=C1)C=1OC2=C(C=C(C=C2C(C1C)=O)C)C(C)NC1=C(C=CC=C1)S(=O)(=O)N